benzyl (3S)-4-[2-(4-tert-butoxycarbonyl-1-piperidinyl) ethyl]-3-methyl-piperazine-1-carboxylate C(C)(C)(C)OC(=O)C1CCN(CC1)CCN1[C@H](CN(CC1)C(=O)OCC1=CC=CC=C1)C